(R)-tert-Butyl 2-ethyl-2,3-dihydropyrido[2,3-f][1,4]oxazepine-4(5H)-carboxylate C(C)[C@H]1OC2=C(CN(C1)C(=O)OC(C)(C)C)N=CC=C2